diethyl-biphenyl diisocyanate [N-]=C=O.[N-]=C=O.C(C)C1=CC=C(C=C1)C1=CC=C(C=C1)CC